8-benzyl-2-(4-fluorophenyl)-6-(4-hydroxyphenyl)imidazo[1,2-a]pyrazin-3(7H)-one C(C1=CC=CC=C1)C1=C2N(C=C(N1)C1=CC=C(C=C1)O)C(C(=N2)C2=CC=C(C=C2)F)=O